CN1CCC(CC1)NC(C1=CC=C(C=C1)C1=NC2=CC=C3C(=C2C=2CCCCC12)C=NN3)=O N-(1-methylpiperidin-4-yl)-4-(8,9,10,11-tetrahydro-3H-pyrazolo[4,3-a]phenanthridin-7-yl)benzamide